ClC1=NC2=C(N1)C=CC(=C2)C#C 2-chloro-5-ethynyl-1H-benzo[d]imidazole